(R)-(+)-phenylethanamine C1(=CC=CC=C1)[C@@H](C)N